2-Chloro-3-(ethylsulfanyl)-N-(1-methyl-1H-tetrazol-5-yl)-4-(trifluoromethyl)benzamide ClC1=C(C(=O)NC2=NN=NN2C)C=CC(=C1SCC)C(F)(F)F